5-(3-bromo-5-fluorophenyl)-3-(3-{[1-(oxan-2-yl)-1H-indazol-5-yl]oxy}propyl)-1,3-oxazolidin-2-one BrC=1C=C(C=C(C1)F)C1CN(C(O1)=O)CCCOC=1C=C2C=NN(C2=CC1)C1OCCCC1